CC(C)CC(CCCC)O 2-Methyloctan-4-ol